(2R,5S)-4-[7-(3,5-difluorophenyl)-5-iodo-7H-pyrrolo[2,3-d]pyrimidin-4-yl]-2,5-dimethylpiperazine-1-carboxylic acid tert-butyl ester C(C)(C)(C)OC(=O)N1[C@@H](CN([C@H](C1)C)C=1C2=C(N=CN1)N(C=C2I)C2=CC(=CC(=C2)F)F)C